tert-Butyl 4-(4-methoxybutyl)piperazine-1-carboxylate COCCCCN1CCN(CC1)C(=O)OC(C)(C)C